COC1(CNC1)COC=1C(=CC(=NC1)C)C1=CC=2N(C=C1)N=C(C2)NC(=O)C2CC2 N-[5-[5-[(3-methoxyazetidin-3-yl)methoxy]-2-methyl-4-pyridyl]pyrazolo[1,5-a]pyridin-2-yl]cyclopropanecarboxamide